O(C1=CC=CC=C1)C1=C(C=CC=C1)C(C(=O)N1C(OC(C1)([2H])[2H])=O)=C 3-(2-(phenoxyphenyl)acryloyl)oxazolidine-2-one-5,5-d2